(3-bromothien-2-yl)(4-(2-((2-cyclohexylethyl)amino)phenyl)piperazin-1-yl)methanone BrC1=C(SC=C1)C(=O)N1CCN(CC1)C1=C(C=CC=C1)NCCC1CCCCC1